(4S,7R)-5,5,7-trifluoro-1-(4,4,4-trifluorobutyl)-3-(trifluoromethyl)-6,7-dihydro-4H-indazol-4-ol FC1([C@H](C=2C(=NN(C2[C@@H](C1)F)CCCC(F)(F)F)C(F)(F)F)O)F